C(C1=CC=CC=C1)OC(=O)N1[C@@H]([C@H]([C@@H](CC1)F)O)CC1=C(C(=CC=C1)Br)F |r| (rac)-(2rs,3rs,4rs)-2-(3-bromo-2-fluorobenzyl)-4-fluoro-3-hydroxypiperidine-1-carboxylic acid benzyl ester